CCCCCCCCCCCCCCC/C=C\OC[C@H](COP(=O)([O-])OCC[N+](C)(C)C)O 1-(1Z-heptadecenyl)-sn-glycero-3-phosphocholine